C(C)SCC(=O)NC=1OC(=CN1)C=1OC=2C(=NC=CC2)N1 2-(ethylthio)-N-(5-(oxazolo[4,5-b]pyridin-2-yl)oxazol-2-yl)acetamide